(1S,5R)-3-(8-cyanoquinolin-5-yl)-N-(1-(oxetan-3-yl)piperidin-4-yl)-5-(Trifluoromethyl)-3-azabicyclo[3.1.0]hexane-1-carboxamide C(#N)C=1C=CC(=C2C=CC=NC12)N1C[C@@]2(C[C@@]2(C1)C(F)(F)F)C(=O)NC1CCN(CC1)C1COC1